NC1=CC(=C(C=C1)N1CCC(CC1)CN1CCC(CC1)NC(OC(C)(C)C)=O)F tert-butyl (1-((1-(4-amino-2-fluorophenyl)piperidin-4-yl)methyl)piperidin-4-yl)carbamate